N=1NN=NC1C=1C=CC2=C(N=C(C3=CC=NC=C23)N(C(C(F)(F)F)=O)CCOCCCCNC(OC(C)(C)C)=O)C1 Tert-butyl (4-(2-(N-(8-(2H-tetrazol-5-yl)benzo[c][2,6]naphthyridin-5-yl)-2,2,2-trifluoroacetamido)ethoxy)butyl)carbamate